FC(C)(F)C12CC(C1)(C2)C2=NC(=NC1=NC(=C(N=C21)C)C)[C@@H]2C[C@@H](OCC2)C=2C=CC(N(C2)C)=O 5-[(2R,4S)-4-[4-[3-(1,1-difluoroethyl)-1-bicyclo[1.1.1]pentanyl]-6,7-dimethyl-pteridin-2-yl]tetrahydropyran-2-yl]-1-methyl-pyridin-2-one